2-Benzyl-1-(4-bromophenyl)-2,11-dihydroimidazo[1',5':1,2]pyrido[3,4-b]indol-4-ium chloride [Cl-].C(C1=CC=CC=C1)N1C=[N+]2C(C=3NC4=CC=CC=C4C3C=C2)=C1C1=CC=C(C=C1)Br